2-N,4-N,6-N-Tripropyl-1,3,5-triazine-2,4,6-triamine C(CC)NC1=NC(=NC(=N1)NCCC)NCCC